C[Si](NC(C)(C)C)(C)C N-(trimethylsilyl)-tert-butylamine